1-(2-(trifluoromethyl)thiazol-5-yl)ethan-1-one FC(C=1SC(=CN1)C(C)=O)(F)F